C(CCC(=O)O)(=O)O.N1(CCCC1)CCNC(=O)C1=CC(=NC2=CC=C(C=C12)F)C1=CC=C(C=C1)CN1CCOCC1 6-fluoro-2-(4-morpholin-4-ylmethyl-phenyl)-quinoline-4-carboxylic acid (2-pyrrolidin-1-yl-ethyl)-amide succinate